ClC=1C(=C(C#N)C=C(C1)C(C)(C)C1=CC=C(C=C1)OCC=1C(=NC(=NC1)S(=O)(=O)C)N1CCC(CC1)C(OC)OC)OCCCl 3-chloro-2-(2-chloroethoxy)-5-(2-(4-((4-(4-(dimethoxymethyl)piperidin-1-yl)-2-(methylsulfonyl)pyrimidin-5-yl)methoxy)phenyl)propan-2-yl)benzonitrile